methyl 2-(benzylthio)-1-((tetrahydrofuran-2-yl) methyl)-1H-benzo[d]imidazole-6-carboxylate C(C1=CC=CC=C1)SC1=NC2=C(N1CC1OCCC1)C=C(C=C2)C(=O)OC